6-bromo-2-(2-(dimethylamino)ethyl)pyridazin-3(2H)-one BrC=1C=CC(N(N1)CCN(C)C)=O